NC=1C=C2C=NN=C(C2=CC1)N1C[C@@H](CC1)NC(OC(C)(C)C)=O (R)-tert-butyl (1-(6-aminophthalazin-1-yl)pyrrolidin-3-yl)carbamate